NC/C(/CN1N=CN(C1=O)C1=C(C(=CC=C1)C1=CC2=C(OCCO2)C=C1)C)=C\F 2-[(2E)-2-(aminomethyl)-3-fluoroprop-2-en-1-yl]-4-[3-(2,3-dihydro-1,4-benzodioxin-6-yl)-2-methylphenyl]-2,4-dihydro-3H-1,2,4-triazol-3-one